(2R,3S)-2-(4-(cyclopentylamino)phenyl)-1-(2-fluoro-6-methylbenzoyl)-N-(4-(hydroxymethyl)-3-(trifluoromethyl)phenyl)-6-(trifluoromethyl)-1,2,3,4-tetrahydroquinoline-3-carboxamide C1(CCCC1)NC1=CC=C(C=C1)[C@@H]1N(C2=CC=C(C=C2C[C@@H]1C(=O)NC1=CC(=C(C=C1)CO)C(F)(F)F)C(F)(F)F)C(C1=C(C=CC=C1C)F)=O